2-[6-chloro-3-(5-chloro-2-methylpyridine-3-sulfonamido)-2-fluorophenyl]-N-methylimidazo[1,5-b]pyridazine-5-carboxamide ClC1=CC=C(C(=C1C=1C=CC=2N(N1)C=NC2C(=O)NC)F)NS(=O)(=O)C=2C(=NC=C(C2)Cl)C